5-(6-methyl-3,4,5,6-tetrahydropyridin-2-yl)-2-(1-methylpiperidin-4-yl)benzo[d]thiazole CC1CCCC(=N1)C=1C=CC2=C(N=C(S2)C2CCN(CC2)C)C1